3-fluoro-4-((3-fluorobenzyl)oxy)aniline FC=1C=C(N)C=CC1OCC1=CC(=CC=C1)F